C1(CCCCC1)OC(/C=C/C(=O)O)=O (E)-4-(cyclohexyloxy)-4-oxobut-2-enoic acid